Aminoimidazo[1,5-a]pyrido[3,4-e]pyrazine-8-carboxylic acid NC1=NC=C2N1C1=C(N=C2)C=NC(=C1)C(=O)O